6H-pyrrolo[3,4-b]pyridine-6-carboxylate N=1C=2C(C=CC1)=CN(C2)C(=O)[O-]